NC1=CC=C(C=C1)C1=C(N=C(O1)C1=CC=C(C=C1)C(F)(F)F)C(=O)NCCN(C)C (4-aminophenyl)-N-(2-(dimethylamino)ethyl)-2-(4-(trifluoromethyl)phenyl)oxazole-4-carboxamide